4-(4-(((3-aminooxetan-3-yl)methyl)amino)-6-methylquinazolin-2-yl)-1-(oxetan-3-ylimino)-2,3,4,5-tetrahydro-1H-1λ4-benzo[f][1,4]thiazepine-1-Oxide NC1(COC1)CNC1=NC(=NC2=CC=C(C=C12)C)N1CCS(C2=C(C1)C=CC=C2)(=NC2COC2)=O